OCCCCCCCCCCCCCCCCCC(=O)O 18-Hydroxy-octadecanoic acid